C(C)(C)(C)C1=C(O[Mo](OC2=C(C=C(C=C2C)C(C)(C)C)C(C)(C)C)(OC2=C(C=C(C=C2C)C(C)(C)C)C(C)(C)C)(Cl)Cl)C(=CC(=C1)C(C)(C)C)C tris(2,4-di-tert-butyl-6-methylphenoxy)molybdenum dichloride